(2R)-2-(6-{5-chloro-2-[(oxacyclohex-4-yl)amino]pyrimidin-4-yl}-1-oxo-2,3-dihydro-1H-isoindol-2-yl)-N-[(1S)-2-hydroxy-1-(3-methoxyphenyl)-2-methylphenyl]propionamide ClC=1C(=NC(=NC1)NC1CCOCC1)C1=CC=C2CN(C(C2=C1)=O)[C@@H](C(=O)N[C@]1(C(C=CC=C1)(C)O)C1=CC(=CC=C1)OC)C